5-amino-4-bromo-6-methoxybenzo[b]thiophene-2-carboxylic acid ethyl ester C(C)OC(=O)C1=CC2=C(S1)C=C(C(=C2Br)N)OC